C(C)C1=CC(=C2C=CC3=C(C=C(C4=CC=C1C2=C34)CC)CC)CC 1,3,6,8-tetraethyl-pyrene